2-cyclohexyl-2-(cyclohexylethyl)-1,3-diethoxypropane C1(CCCCC1)C(COCC)(COCC)CCC1CCCCC1